1-(1-(((7-Chloro-8-fluoro-4-(trifluoromethoxy)pyrido[4,3-d]pyrimidin-2-yl)oxy)methyl)cyclopropyl)-N,N-dimethylmethanamine ClC1=C(C=2N=C(N=C(C2C=N1)OC(F)(F)F)OCC1(CC1)CN(C)C)F